Methyl (R)-3-azido-4-(naphthalen-1-yl)butanoate N(=[N+]=[N-])[C@@H](CC(=O)OC)CC1=CC=CC2=CC=CC=C12